N-(4-(2-(7,8-dimethyl-[1,2,4]triazolo[4,3-a]pyridin-6-yl)-3-isopropyl-1H-indol-5-yl)cyclohexyl)-N-methyloxetan-3-amine CC1=C(C=2N(C=C1C=1NC3=CC=C(C=C3C1C(C)C)C1CCC(CC1)N(C1COC1)C)C=NN2)C